CC=1C=C(C=CC1)C1NCCC2=CC=CC=C12 1-(3-methylphenyl)-1,2,3,4-tetrahydroisoquinoline